(S)-N-((S)-4-Methyl-5-oxo-5,6,7,8-tetrahydro-4H-pyrazolo[1,5-a][1,3]diazepin-6-yl)-5-(trifluoromethyl)-4,5,6,7-tetrahydro-1H-indazol-3-carboxamid CN1C=2N(CC[C@@H](C1=O)NC(=O)C1=NNC=3CC[C@@H](CC13)C(F)(F)F)N=CC2